OC1=C(N(C(=CC1=O)C)C)CNC(CCC(CCC(=O)NCC=1N(C(=CC(C1O)=O)C)C)(CCC(NCC=1N(C(=CC(C1O)=O)C)C)=O)N)=O 4-amino-4-{2-[(3-hydroxy-1,6-dimethyl-4-oxo-1,4-dihydro-pyridin-2-ylmethyl)-carbamoyl]-ethyl}pimelic acid, bis-[(3-hydroxy-1,6-dimethyl-4-oxo-1,4-dihydro-pyridin-2-ylmethyl)-amide]